N(=NC(C)(C)C=1N(CC[N+]1C)C)C(C)(C)C=1N(CC[N+]1C)C 2,2'-[diazene-1,2-diylbis(propane-2,2-diyl)]bis(1,3-dimethyl-4,5-dihydro-1H-imidazol-3-ium)